3,5-bistrifluoromethylbenzene FC(C=1C=CC=C(C1)C(F)(F)F)(F)F